2-(6-Chloro-benzothiazol-2-ylamino)-1-methyl-1H-benzoimidazole-5-carboxylic acid (3-hydroxy-propyl)-amide OCCCNC(=O)C1=CC2=C(N(C(=N2)NC=2SC3=C(N2)C=CC(=C3)Cl)C)C=C1